2-phenyl-3-indazolone C1(=CC=CC=C1)N1NC2=CC=CC=C2C1=O